3,4,5-tris(octadecyloxy)benzyl pivalate C(C(C)(C)C)(=O)OCC1=CC(=C(C(=C1)OCCCCCCCCCCCCCCCCCC)OCCCCCCCCCCCCCCCCCC)OCCCCCCCCCCCCCCCCCC